4-((5-fluoro-4-(4-oxa-7-azaspiro[2.5]octan-7-yl)pyrimidin-2-yl)amino)-N-(methyl-d3)benzenesulfonamide FC=1C(=NC(=NC1)NC1=CC=C(C=C1)S(=O)(=O)NC([2H])([2H])[2H])N1CCOC2(CC2)C1